C1(CCCC1)C[C@@H](C(=O)N1C[C@@]2(C(NC3=NC=CC=C32)=O)C[C@H]1C(=O)N)NC([2H])([2H])[2H] (3R,5S)-1-((S)-3-cyclopentyl-2-((methyl-d3)amino)propionyl)-2'-oxo-1',2'-dihydrospiro[pyrrolidine-3,3'-pyrrolo[2,3-b]pyridine]-5-carboxamide